(S)-2-(cyclopropanecarboxamido)-3,3-dimethylbutyric acid C1(CC1)C(=O)N[C@H](C(=O)O)C(C)(C)C